ClC1=CC(=C(COC2=CN=CC(=N2)N[C@H]2CN(CC2)CC2=NC3=C(N2C[C@H]2OCC2)C=C(C=C3)C(=O)O)C=C1)F 2-(((R)-3-((6-((4-chloro-2-fluorobenzyl)oxy)pyrazin-2-yl)amino)pyrrolidin-1-yl)methyl)-1-(((S)-oxetan-2-yl)methyl)-1H-benzo[d]imidazole-6-carboxylic acid